FC1=CC=C(OCC[C@@H]2N(C3CC(C2)C3)C(C3=C(C=CC(=C3)C)C3=NC=CC=N3)=O)C=C1 (3R)-3-[2-(4-Fluorophenoxy)ethyl]-2-[5-methyl-2-(pyrimidin-2-yl)benzoyl]-2-azabicyclo[3.1.1]heptan